C(CCC\C=C/CC)OC(CCC(=O)OCCCCCCCN(CCCCCCCOC(CCC(OCCCC\C=C/CC)OCCCC\C=C/CC)=O)CC(CN1CCOCC1)O)OCCCC\C=C/CC ((2-hydroxy-3-morpholinopropyl)azanediyl)bis(heptane-7,1-diyl) bis(4,4-bis(((Z)-oct-5-en-1-yl)oxy)butanoate)